COC=1C=C(OCC(=O)O)C=CC1C(F)(F)F 2-[3-methoxy-4-(trifluoromethyl)phenoxy]acetic acid